4-amino-N-((5-bromo-6-methyl-2-pyridinyl)methyl)-N-methyl-1,3-dihydrofuro[3,4-c]quinoline-8-carboxamide NC1=NC=2C=CC(=CC2C2=C1COC2)C(=O)N(C)CC2=NC(=C(C=C2)Br)C